3-ethoxy-4-(hex-3-en-1-yloxy)benzaldehyde C(C)OC=1C=C(C=O)C=CC1OCCC=CCC